1-phenyl-1H-benzoimidazole C1(=CC=CC=C1)N1C=NC2=C1C=CC=C2